(4-methoxyphenyl)-1-propanol COC1=CC=C(C=C1)C(CC)O